C1(CCCCC1)OC(=O)COCCN [2-(cyclohexyloxycarbonylmethoxy)ethyl]amine